1-Isocyano-2-(1-(p-tolyl)vinyl)benzene [N+](#[C-])C1=C(C=CC=C1)C(=C)C1=CC=C(C=C1)C